2-[[4-(3,4-Dihydro-6,7-dihydroxy-2(1H)-isoquinolinyl)-6-(4-methyl-1-piperazinyl)-2-pyrimidinyl]amino]-4-methyl-5-thiazolecarboxylic acid, ethyl ester OC=1C=C2CCN(CC2=CC1O)C1=NC(=NC(=C1)N1CCN(CC1)C)NC=1SC(=C(N1)C)C(=O)OCC